2-(4-chlorophenyl)-4,6-bis(4-biphenylyl)pyrimidine ClC1=CC=C(C=C1)C1=NC(=CC(=N1)C1=CC=C(C=C1)C1=CC=CC=C1)C1=CC=C(C=C1)C1=CC=CC=C1